BrC1=C(C2=CN(N=C2C=C1)CCC(=O)OC(C)(C)C)Cl tert-Butyl 3-(5-bromo-4-chloro-2H-indazol-2-yl)propanoate